1-(3-(4-chloro-3,5-dimethylphenoxy)propyl)-4-((3-chlorobenzyl)(3-fluorophenyl)amino)-1H-pyrrole-2-carboxylic acid ClC1=C(C=C(OCCCN2C(=CC(=C2)N(C2=CC(=CC=C2)F)CC2=CC(=CC=C2)Cl)C(=O)O)C=C1C)C